methyl 1-(6-chloropyridin-3-yl)-4-formyl-1H-pyrazole-3-acetate ClC1=CC=C(C=N1)N1N=C(C(=C1)C=O)CC(=O)OC